(2-chloro-4-(3-fluorophenoxy)phenyl)(4-(((3R,6S)-6-(hydroxymethyl)tetrahydro-2H-pyran-3-yl)amino)-1H-pyrrolo[2,3-b]pyridin-3-yl)methanone ClC1=C(C=CC(=C1)OC1=CC(=CC=C1)F)C(=O)C1=CNC2=NC=CC(=C21)N[C@H]2CO[C@@H](CC2)CO